N-[3-(17,17-dimethyl-3,15-dioxo-5,8,11,16-tetraoxa-2,14-diazaoctadeca-1-yl)benzoyl]glycyl-6-(2,5-dioxo-2,5-dihydro-1H-pyrrol-1-yl)-L-norleucine tert-butyl ester C(C)(C)(C)OC([C@@H](NC(CNC(C1=CC(=CC=C1)CNC(COCCOCCOCCNC(OC(C)(C)C)=O)=O)=O)=O)CCCCN1C(C=CC1=O)=O)=O